(4-(4-(2-(1,3-dioxolan-2-yl)pyridin-4-yl)thiophen-2-yl)-3-chlorophenyl)(4-hydroxypiperidin-1-yl)methanone O1C(OCC1)C1=NC=CC(=C1)C=1C=C(SC1)C1=C(C=C(C=C1)C(=O)N1CCC(CC1)O)Cl